3,4,6-trifluoro-7-[4-(4-propylcyclohexyl)cyclohexyl]dibenzofuran FC=1C=CC2=C(OC3=C2C=CC(=C3F)C3CCC(CC3)C3CCC(CC3)CCC)C1F